FC(C1=CC=C(NC=2C(=NC3=CC=CC=C3N2)C2=NOC(N2)=O)C=C1)(F)F 3-[3-[4-(trifluoromethyl)anilino]quinoxalin-2-yl]-4H-1,2,4-oxadiazol-5-one